FC=1C=C(C=CC1OC1=CC=NC2=CC(=C(C=C12)OC)OCCN1CCC(CC1)OC)NC(=O)C1=C2C(=CN(C1=O)C1=CC=C(C=C1)F)CCO2 N-(3-fluoro-4-((6-methoxy-7-(2-(4-methoxypiperidin-1-yl)ethoxy)quinolin-4-yl)oxy)phenyl)-5-(4-fluorophenyl)-6-oxo-2,3,5,6-tetrahydrofuro[3,2-c]pyridine-7-carboxamide